{4-[6-(1,3-dimethyl-1H-pyrazol-5-yl)furo[2,3-d]pyrimidin-4-yl]-3-(4-fluorophenyl)-1H-pyrazol-1-yl}-1λ6-thietane-1,1-dione CN1N=C(C=C1C1=CC2=C(N=CN=C2C=2C(=NN(C2)C2S(CC2)(=O)=O)C2=CC=C(C=C2)F)O1)C